meso-diaminopimelic acid N[C@@H](CCC[C@@H](N)C(=O)O)C(=O)O